N[C@@H]1C(N(C2=C(C(C1)(F)F)C=C(C(=C2)C=2OC(=NN2)C(C)(S(=O)(=O)C)C)F)CC2=CC=C(C=C2)C2=NC=C(C=C2)OC(F)(F)F)=O (3S)-3-amino-5,5,7-trifluoro-8-[5-(1-methyl-1-methylsulfonyl-ethyl)-1,3,4-oxadiazol-2-yl]-1-[[4-[5-(trifluoromethoxy)-2-pyridyl]phenyl]methyl]-3,4-dihydro-1-benzazepin-2-one